2-fluoro-N-(6-(thiazol-5-yl)imidazo[1,2-a]pyridin-2-yl)cyclopropane-1-carboxamide FC1C(C1)C(=O)NC=1N=C2N(C=C(C=C2)C2=CN=CS2)C1